ClC=1C=NC(=NC1)C(C(=O)OCC)C=1N(N=C(C1)C(F)(F)F)CC1=CC=C(C=C1)OC ethyl 2-(5-chloropyrimidin-2-yl)-2-[2-[(4-methoxyphenyl)methyl]-5-(trifluoromethyl)pyrazol-3-yl]acetate